2-methylnicotinoyl-hydrazine CC1=C(C(=O)NN)C=CC=N1